2,6-Dimethyloctane CC(C)CCCC(CC)C